piperidine-1-carboxylic acid tertiary Butyl ester C(C)(C)(C)OC(=O)N1CCCCC1